COC=1C=C(C=CC1)C1=CNC=2N=CN=C(C21)N2CCOCC2 4-(5-(3-Methoxyphenyl)-7H-pyrrolo[2,3-d]pyrimidin-4-yl)morpholine